[NH4+].C(#N)C1=CC(=C(CSC2=CC=NN2C2CCN(CC2)CC2=NC3=C(N2C[C@H]2OCC2)C=C(C=C3)C(=O)[O-])C=C1)F (S)-2-((4-(5-((4-cyano-2-fluorobenzyl)thio)-1H-pyrazol-1-yl)piperidin-1-yl)methyl)-1-(oxetan-2-ylmethyl)-1H-benzo[d]imidazole-6-carboxylic acid, ammonium salt